OC1(CC(C1)N1C2=NC(=NC=C2N(C1=O)C)SC)C (3-hydroxy-3-methylcyclobutyl)-7-methyl-2-(methylthio)-7,9-dihydro-8H-purin-8-one